N-(3-((1s,3R)-3-(cyanomethyl)-1-(4-methyl-4H-1,2,4-triazol-3-yl)cyclobutyl)phenyl)-6-(((S)-3-methylpiperidin-1-yl)methyl)imidazo[1,2-a]pyridine-8-carboxamide C(#N)CC1CC(C1)(C1=NN=CN1C)C=1C=C(C=CC1)NC(=O)C=1C=2N(C=C(C1)CN1C[C@H](CCC1)C)C=CN2